lauric acid monocaprylate C(CCCCCCC)(=O)O.C(CCCCCCCCCCC)(=O)O